1-(6-Nitropiperidin-3-yl)piperidine-3-carboxylic acid Ethyl ester C(C)OC(=O)C1CN(CCC1)C1CNC(CC1)[N+](=O)[O-]